((2-(((tert-Butoxycarbonyl)(2-(6-methoxy-3-nitropyridin-2-yl)ethyl)-amino)methyl)-4-chlorophenyl)amino)-4,5-difluoro-benzoic acid methyl ester COC(C1=C(C=C(C(=C1)F)F)NC1=C(C=C(C=C1)Cl)CN(CCC1=NC(=CC=C1[N+](=O)[O-])OC)C(=O)OC(C)(C)C)=O